(E)-2-cyclopropyl-N-(3-(methylsulfonyl)allyl)-4-phenoxypyrimidine-5-carboxamide C1(CC1)C1=NC=C(C(=N1)OC1=CC=CC=C1)C(=O)NC\C=C\S(=O)(=O)C